N1CCC(CC1)C(=O)N1CCN(CC1)C1=NC=C(C=N1)C(F)(F)F piperidin-4-yl(4-(5-(trifluoromethyl)pyrimidin-2-yl)piperazine-1-yl)methanone